C(#N)C=1N2CC[C@@H](C2=CC1)NC(=O)[C@H]1N([C@H]2C[C@]2(C1)C)C(CNC(CCCOC1=CC=CC=C1)=O)=O (1S,3S,5S)-N-((S)-5-cyano-2,3-dihydro-1H-pyrrolizin-1-yl)-5-methyl-2-((4-phenoxybutanoyl)glycyl)-2-azabicyclo[3.1.0]hexane-3-carboxamide